C(CCC)OC(C)=O acetic acid butylester